BrC1=CC(=NC=C1)N1C[C@H](N([C@H](C1)C)CCOCC(OC)OC)C (2R,6S)-4-(4-bromo-2-pyridyl)-1-[2-(2,2-dimethoxyethoxy)ethyl]-2,6-dimethyl-piperazine